C(=C)NCCC[Si](OCCCNCC1=CC=CC=C1)(OC)OC N-vinylbenzylaminoethyl-γ-aminopropyltrimethoxysilane